2-(bromomethyl)-5-(((tert-butyldimethylsilyl)oxy)methyl)-4-methylthiazole BrCC=1SC(=C(N1)C)CO[Si](C)(C)C(C)(C)C